(4-chloro-2-fluorophenyl)-7-[(2R)-2-(1-cyclopropylpyrazol-4-yl)morpholin-4-yl]-2,3-dimethylpyrazino[1,2-a]pyrimidin-4-one ClC1=CC(=C(C=C1)C1=C(N=CC=2N1C(C(=C(N2)C)C)=O)N2C[C@H](OCC2)C=2C=NN(C2)C2CC2)F